COC1(CC=C(C=C1)OC)N=C=S 1,4-dimethoxyphenyl isothiocyanate